C1C=CC=2OC3=C(C21)C=CC=C3 Cyclopenta[b]benzofuran